(N-[(2R)-4-phenylbutan-2-yl])acetamide C1(=CC=CC=C1)CC[C@@H](C)NC(C)=O